C(C=C)[B-](F)(F)F.[K+] potassium allyltrifluoroborate salt